FC(C1=CC=C(OCC=2SC=C(N2)CNCC(C)C)C=C1)(F)F (p-trifluoromethyl-phenoxymethyl)-4-(N-isobutyl-aminomethyl)-thiazole